3-(piperazin-1-yl)-6-(pyridin-4-yl)pyrazolo[1,5-a]pyridine N1(CCNCC1)C=1C=NN2C1C=CC(=C2)C2=CC=NC=C2